Pterin N1=C(N)NC(=O)C2=NC=CN=C12